acrylic acid phenyloxybenzyl ester C1(=CC=CC=C1)OC(C1=CC=CC=C1)OC(C=C)=O